Benzyloxy-2-methylpropane C(C1=CC=CC=C1)OCC(C)C